(5-bromo-1-((2-(trimethylsilyl)ethoxy)methyl)-1H-pyrazolo[3,4-b]pyridin-3-yl)-N,N-dimethylmethylamine BrC=1C=C2C(=NC1)N(N=C2CN(C)C)COCC[Si](C)(C)C